5-(2-chloro-6-fluorobenzyl)-2-methyl-4-((tetrahydrofuran-2-yl)methyl)-2,4-dihydro-3H-1,2,4-triazol-3-one ClC1=C(CC=2N(C(N(N2)C)=O)CC2OCCC2)C(=CC=C1)F